BrC=1C=CC=2N(C1)C=C(N2)NC(=O)C2(CC2)F N-(6-bromoimidazo[1,2-a]pyridin-2-yl)-1-fluorocyclopropane-1-carboxamide